BrC1=CC2=CN(N=C2C=C1O)C 5-Bromo-2-methyl-2H-indazol-6-ol